ClC=1C(=C(C(=CC1N1CC2(CCC2N2CCCC2)CC1)F)S(=O)(=O)NC1=NC(=CC=C1)F)F 3-chloro-2,6-difluoro-N-(6-fluoropyridin-2-yl)-4-(1-(pyrrolidin-1-yl)-6-azaspiro[3.4]octan-6-yl)benzenesulfonamide